3-(1-menthoxy)-propane C1(CCC(CC1)C(C)C)(C)OCCC